CC1=C(SC=C1)C(=O)NC(C(=O)C1=C(C=C(C=C1)OC(C)C)C)(C)C 3-methyl-N-[2-methyl-1-(2-methyl-4-propan-2-yloxyphenyl)-1-oxopropan-2-yl]thiophene-2-carboxamide